2,6-dicyclopentyl-4-cresol C1(CCCC1)C1=CC(=CC(=C1O)C1CCCC1)C